[Br-].C(C1=CC=CC=C1)[N+]1=CC=C(C2=CC=CC=C12)C=NNC(=O)C1=NC2=C3N=C(C=CC3=CC=C2C=C1)C(=O)NN=CC1=CC=[N+](C2=CC=CC=C12)CC1=CC=CC=C1.[Br-] N'2,N'9-Bis[(1-benzylquinolinium-4-yl)methylene]-1,10-phenanthroline-2,9-dicarbohydrazide bromide